bis-(3,4-epoxy cyclohexylmethyl) adipate C(CCCCC(=O)OCC1CC2C(CC1)O2)(=O)OCC2CC1C(CC2)O1